CCCCCC1C(O1)C(/C=C\\C/C=C\\C/C=C\\CCCC(=O)[O-])O The molecule is an epoxy(hydroxy)icosatrienoate that is the conjugate base of 13-hydroxy-14,15-epoxy-(5Z,8Z,11Z)-icosatrienoic acid, obtained by deprotonation of the carboxy group; major species at pH 7.3. It is a conjugate base of a 13-hydroxy-14,15-epoxy-(5Z,8Z,11Z)-icosatrienoic acid.